C1(CCCCCCC\C=C/CCCCC1)=O (9Z)-9-cyclopentadecen-1-one